ClC1=NC=C(C=N1)C#CC1=CC=C(COC2=CC=CC(=N2)C2=CC(=C(CC3=NC4=C(N3C[C@H]3OCC3)C=C(C=C4)C(=O)O)C=C2F)F)C=C1 (S)-2-(4-(6-((4-((2-chloropyrimidin-5-yl)ethynyl)benzyl)oxy)pyridin-2-yl)-2,5-difluorobenzyl)-1-(oxetan-2-ylmethyl)-1H-benzo[d]imidazole-6-carboxylic acid